C1(=CC(=CC=C1)CC1N(CC2(CC2)C1N)C(=O)OC(C)(C)C)C1=CC=CC=C1 tert-butyl 6-([1,1'-biphenyl]-3-ylmethyl)-7-amino-5-azaspiro[2.4]heptane-5-carboxylate